CC1=CC(C(C=C1)=O)=O 4-methyl-ortho-benzoquinone